COC1=C(C=CC=C1)CN1N=C(N=C1)C(=O)OC methyl 1-[(2-methoxyphenyl) methyl]-1,2,4-triazole-3-carboxylate